C(=O)C1=C(C=C(C=C1)[Se]CC1=C(C(=CC=C1)C1=CC=CC=C1)C)CC=1C=C(C=CC1)C#N 3-[(2-formyl-5-{[(2-methyl-3-phenylphenyl)methyl]seleno}phenyl)methyl]benzene-1-carbonitrile